N,N'-(1,11-undecanediyl)bismaleimide C(CCCCCCCCCCN1C(C=CC1=O)=O)N1C(C=CC1=O)=O